O=C1NC(CCC1NC1=CC=C(C=C1)N1CCC(CC1)(O)CC(=O)OC(C)(C)C)=O tert-butyl 2-[1-[4-[(2,6-dioxo-3-piperidyl)amino]phenyl]-4-hydroxy-4-piperidyl]acetate